6-(((1s,4s)-4-(2-oxa-6-azaspiro[3.3]heptan-6-yl)cyclohexyl)amino)-7-bromo-1-(2,2,2-trifluoroethyl)-1H-benzo[d]imidazole-2-carbonitrile C1OCC12CN(C2)C2CCC(CC2)NC=2C=CC1=C(N(C(=N1)C#N)CC(F)(F)F)C2Br